2-acetyl-6-methoxypyrimidine-4-carboxylic acid C(C)(=O)C1=NC(=CC(=N1)C(=O)O)OC